3-[[4-(2,6-dimethylphenyl)-6-[(2R)-4-methyl-2-[(4,4,5,6,6-pentadeuterio-spiro[2.3]hexan-5-yl)amino]pentoxy]pyrimidin-2-yl]sulfamoyl]benzoic acid CC1=C(C(=CC=C1)C)C1=NC(=NC(=C1)OC[C@@H](CC(C)C)NC1(C(C2(CC2)C1([2H])[2H])([2H])[2H])[2H])NS(=O)(=O)C=1C=C(C(=O)O)C=CC1